methoxytrimethyl-silane CO[Si](C)(C)C